BrC1=CC(=C2C=NNC2=C1)OCCOCCCCNC(OC(C)(C)C)=O tert-butyl (4-(2-((6-bromo-1H-indazol-4-yl)oxy)ethoxy)butyl)carbamate